C(C=C)C1=CC(=C(OCCCOC2=NC=3N(C(N(C(C3N2C)=O)C)=O)C)C=C1)OC 8-(3-(4-allyl-2-methoxyphenoxy)propoxy)-1,3,7-trimethyl-3,7-dihydro-1H-purine-2,6-dione